ClC1=C(N)C=CC(=C1Cl)O 2,3-dichloro-4-hydroxyaniline